1-hexadecyl-3-methylimidazolium tetrafluoroborate F[B-](F)(F)F.C(CCCCCCCCCCCCCCC)N1C=[N+](C=C1)C